((3-difluoromethoxythiophene-2-yl)methyl)-[2-(9-(pyridin-2-yl)-6-oxaspiro[4.5]decan-9-yl)ethyl]amine FC(OC1=C(SC=C1)CNCCC1(CCOC2(CCCC2)C1)C1=NC=CC=C1)F